COCCNC(=O)C1=CC2=C(N3C=4C=CC=CC4N=C13)N=C(C(=C2)F)N2CC(NC(C2)C)C 2-(3,5-Dimethyl-piperazin-1-yl)-3-fluoro-1,7,11b-triaza-benzo[c]fluorene-6-carboxylic acid (2-methoxy-ethyl)-amide